5-[(1E)-2-[4-(acetoxy)phenyl]vinyl]-1,3-benzenediol C(C)(=O)OC1=CC=C(C=C1)/C=C/C=1C=C(C=C(C1)O)O